N1=C(C=CC=C1)C=1C=C(C=C(C1)C1=NC=CC=C1)NC(C1=CC(=C(C(=C1)OCCCCCCCCCCCC)OCCCCCCCCCCCC)OCCCCCCCCCCCC)=O N-(3,5-di(pyridine-2-yl)phenyl)-3,4,5-tri(dodecyloxy)benzamide